(R)-2-((1-(2-cyano-3-(4-(8-cyanoisoquinolin-5-yl)piperazin-1-yl)-7-methylquinoxalin-5-yl)ethyl)amino)benzoic acid C(#N)C1=NC2=CC(=CC(=C2N=C1N1CCN(CC1)C1=C2C=CN=CC2=C(C=C1)C#N)[C@@H](C)NC1=C(C(=O)O)C=CC=C1)C